FC=1C=C(C=CC1F)[C@H]1[C@@H](CN(C1)C(COC)COC)NC(=O)NC1=C(C(=NN1C1=CC=CC=C1)OCC)C 1-((3s,4r)-4-(3,4-difluorophenyl)-1-(1,3-dimethoxypropan-2-yl)pyrrolidin-3-yl)-3-(3-ethoxy-4-methyl-1-phenyl-1H-pyrazol-5-yl)urea